iron-titanium oxide [O-2].[Ti+4].[Fe+2].[O-2].[O-2]